N[C@H]1CN(CCC1)C(=O)C=1C=C2C=3N(CCNC3C1)C(=N2)C=2N(C1=CC=CC=C1C2)CC2=NC=CC=C2 (R)-(3-aminopiperidin-1-yl)(2-(1-(pyridin-2-ylmethyl)-1H-indol-2-yl)-5,6-dihydro-4H-imidazo[1,5,4-de]quinoxalin-8-yl)methanone